1-bromo-2-chloro-4-fluorobenzene BrC1=C(C=C(C=C1)F)Cl